2'-chloro-5'-methoxy-6-methyl-N-(5-[(propan-2-yl)amino]-[1,3]thiazolo[5,4-d]pyrimidin-2-yl)-[4,4'-bipyridine]-3-carboxamide ClC1=NC=C(C(=C1)C1=C(C=NC(=C1)C)C(=O)NC=1SC=2N=C(N=CC2N1)NC(C)C)OC